C1(CC1)C1=NC=NC(=C1C=1N=C(C2=C(N1)C(=CN2)F)OCC2=CC(=C(C=C2)C=2N(C=C(N2)C(F)(F)F)C)F)OC 2-(4-cyclopropyl-6-methoxy-pyrimidin-5-yl)-7-fluoro-4-[[3-fluoro-4-[1-methyl-4-(trifluoromethyl)imidazol-2-yl]phenyl]methoxy]-5H-pyrrolo[3,2-d]pyrimidine